C(C)(C)(C)N1C[C@H]([C@@H](C1)C1=CC=C(C=C1)Cl)C(=O)N1C[C@H](C[C@H]1C(=O)N1CCOCC1)N(C(CC)=O)C1CCC(CC1)C N-((3s,5s)-1-((3s,4r)-1-(tert-butyl)-4-(4-chlorophenyl)pyrrolidine-3-carbonyl)-5-(morpholine-4-carbonyl)pyrrolidin-3-yl)-N-((1s,4r)-4-methylcyclohexyl)propanamide